S1C(=CC=C1)C=CC(C)=O 4-(thiophen-2-yl)but-3-en-2-one